silver bis(trifluoromethanesulfonyl)imide salt [N-](S(=O)(=O)C(F)(F)F)S(=O)(=O)C(F)(F)F.[Ag+]